Methyltris(isopropenyloxy)silane C[Si](OC(=C)C)(OC(=C)C)OC(=C)C